P(=O)(=O)O[C@](CC(=O)[O-])(C)CCO Phosphomevalonat